1-(3-(3-chloro-5-(1-(hydroxymethyl)-1H-pyrrolo[3,2-c]pyridin-4-yl)phenyl)morpholino)prop-2-en-1-one ClC=1C=C(C=C(C1)C1=NC=CC2=C1C=CN2CO)C2COCCN2C(C=C)=O